O=C1NC(CCC1NC=1C=C(C=CC1)NC(CN1[C@H](CN(C[C@H]1C)C(=O)OC(C)(C)C)C)=O)=O tert-butyl (3S,5R)-4-(2-((3-((2,6-dioxopiperidin-3-yl)amino)phenyl)amino)-2-oxoethyl)-3,5-dimethylpiperazine-1-carboxylate